6-chloro-N-(5-chloro-3-methoxyisothiazol-4-yl)-1H-indole-3-sulfonamide ClC1=CC=C2C(=CNC2=C1)S(=O)(=O)NC=1C(=NSC1Cl)OC